2'-ethyl-4-(1-(5-fluoropyridinoyl)pyrrolidin-3-yl)biphenyl-3-carboxamide C(C)C1=C(C=CC=C1)C1=CC(=C(C=C1)C1CN(CC1)C(=O)C1=NC=C(C=C1)F)C(=O)N